FC(C)(F)C=1C=C(C=CC1)[C@H]1CC2(CN(C2)C(=O)C2CC(C2)(C)O)CC1 |r| (rac)-(6-(3-(1,1-Difluoroethyl)phenyl)-2-azaspiro[3.4]octan-2-yl)((1s,3s)-3-hydroxy-3-methylcyclobutyl)methanon